4-oxo-5-(6-phenylpyrimidin-4-yl)-4,5-dihydro-3H-1-thia-3,5,8-triazaAcenaphthene-2-carboxylic acid O=C1NC2C(SC=3N=CC=C(N1C1=NC=NC(=C1)C1=CC=CC=C1)C32)C(=O)O